(triphenylenyl)biphenyl C1(=CC=CC=2C3=CC=CC=C3C3=CC=CC=C3C12)C1=C(C=CC=C1)C1=CC=CC=C1